COC1=C(C=CC=C1)C=1N=C(SC1)N 4-(2-methoxy-phenyl)-thiazol-2-ylamine